2-(((benzyloxy)carbonyl)amino)-2-(dimethoxyphosphoryl)acetic acid methyl ester COC(C(P(=O)(OC)OC)NC(=O)OCC1=CC=CC=C1)=O